C(C)(C)(C)OC(=O)N1CC(CC(C1)C(NCC(C)C)=O)C(=O)O 1-(tert-butoxycarbonyl)-5-(isobutylcarbamoyl)Piperidine-3-carboxylic Acid